CC=1N(C(C2=C(N1)C=C(N=C2C=2C=NC(=CC2)C(F)(F)F)N2CC(OCC2)C2=CC(=NC=C2)C)=O)C 2,3-dimethyl-7-(2-(2-methylpyridin-4-yl)morpholino)-5-(6-(trifluoromethyl)pyridin-3-yl)pyrido[4,3-d]pyrimidin-4(3H)-one